ClC1=CC=C(C(=N1)C1=NN(C=N1)C)NC(C)C=1C=2C3=C(N(C(C2C=C(C1)C)=O)C)N(N=C3)C3CNCCC3 9-[1-[[6-chloro-2-(1-methyl-1,2,4-triazol-3-yl)-3-pyridinyl]amino]ethyl]-4,7-dimethyl-3-(3-piperidinyl)pyrazolo[3,4-c]isoquinolin-5-one